NC1=C(C=C(C=N1)NC(C(=O)N1[C@H](CC[C@@H](C1)C)C1=CC=C(C=C1)S(=O)(=O)C)=O)C N-(6-amino-5-methyl-3-pyridyl)-2-[(2R,5S)-5-methyl-2-(4-methylsulfonylphenyl)-1-piperidyl]-2-oxo-acetamide